C(C)(C)(C)OC(NS(N)(=O)=O)=O sulfamoylcarbamic acid tert-butyl ester